ClC=1N=C2N(C=CC(=C2)C(=O)OC)C1 methyl 2-chloroimidazo[1,2-a]pyridine-7-carboxylate